2-(1-(3-(2-phenylacetamido)phenyl)-1H-1,2,3-triazol-4-yl)isonicotinic acid C1(=CC=CC=C1)CC(=O)NC=1C=C(C=CC1)N1N=NC(=C1)C=1C=C(C(=O)O)C=CN1